COC(=O)C1CC(CC1)=O.COC=1C=C(C=C(C1OC)OC)N1C=NC(=C1)NC=1C2=C(N=C(N1)N1[C@@H](CCC1)C(=O)N)C=CO2 (S)-1-(4-((1-(3,4,5-trimethoxyphenyl)-1H-imidazol-4-yl)amino)furo[3,2-d]pyrimidin-2-yl)pyrrolidine-2-carboxamide methyl-3-oxocyclopentane-1-carboxylate